methyl 4-(perfluoroethyl)-2-(trifluoromethyl)pyrazolo[1,5-h][1,7]naphthyridine-9-carboxylate FC(C(F)(F)F)(C1=CC(=NC=2C=3N(C=CC12)N=C(C3)C(=O)OC)C(F)(F)F)F